C1(=CC=CC=C1)P(C1=CC=CC=C1)C1=CC=CC=C1.COC=1C=C(CCl)C=CC1CC1=CC=CC=C1 3-methoxy-4-benzylbenzyl chloride triphenylphosphine salt